5-(((1S,2R)-2-(Benzylamino)cyclohexyl)(methyl)amino)-2-(2,6-dioxopiperidin-3-yl)isoindolin-1,3-dion C(C1=CC=CC=C1)N[C@H]1[C@H](CCCC1)N(C=1C=C2C(N(C(C2=CC1)=O)C1C(NC(CC1)=O)=O)=O)C